N-(4-(2-(((1r,4r)-4-aminocyclohexyl)amino)quinazolin-6-yl)-3-fluorophenyl)-2-chlorobenzenesulfonamide NC1CCC(CC1)NC1=NC2=CC=C(C=C2C=N1)C1=C(C=C(C=C1)NS(=O)(=O)C1=C(C=CC=C1)Cl)F